ClC=1C(=C(CN2[C@@H](C[C@@](CC2)(C(=O)O)CC2=NC(=CC(=C2F)N2CCN(CC2)C)NC2=NNC(=C2)C)C)C=CC1)F (2R,4R)-1-(3-chloro-2-fluorobenzyl)-4-((3-fluoro-6-((5-methyl-1H-pyrazol-3-yl)amino)-4-(4-meth-ylpiperazin-1-yl)pyridin-2-yl)-methyl)-2-methylpiperidine-4-carboxylic acid